4-(3-(6-amino-4-methyl-5-nitropyridin-3-yl)-4-fluorobenzyl)phthalazin-1(2H)-one NC1=C(C(=C(C=N1)C=1C=C(CC2=NNC(C3=CC=CC=C23)=O)C=CC1F)C)[N+](=O)[O-]